C1(CC1)C=1NC(=NN1)C1CC2(CN(C2)C(=O)N2CC(C2)C2=CC=C(C=C2)S(=O)(=O)C(F)(F)F)C1 [6-(5-cyclopropyl-4H-1,2,4-triazol-3-yl)-2-azaspiro[3.3]heptan-2-yl]-[3-[4-(trifluoromethylsulfonyl)phenyl]azetidin-1-yl]methanone